C(=CC(=O)N)C(C(C=CC(=O)N)O)O 1,2-dihydroxyethylenebisacrylamide